5-((S)-2-(2-methoxy-2-oxoethyl)pyrrolidin-1-yl)hexahydrocyclopenta[c]pyrrole-2(1H)-carboxylic acid tert-butyl ester C(C)(C)(C)OC(=O)N1CC2C(C1)CC(C2)N2[C@@H](CCC2)CC(=O)OC